chloroethyloxirane ClCCC1OC1